3-(1-(4-(ethoxymethyl)-4-phenethylpiperidin-1-yl)ethyl)pyridine C(C)OCC1(CCN(CC1)C(C)C=1C=NC=CC1)CCC1=CC=CC=C1